2-ethylhexane tin(II) [Sn+2].C(C)C(C)CCCC